[BaH]CCCCCCCCCCCCCCC baracetane